4-(4-amino-3-hydroxyphenyl)-2,2-dimethylpiperidine-1-carboxylic acid tert-butyl ester C(C)(C)(C)OC(=O)N1C(CC(CC1)C1=CC(=C(C=C1)N)O)(C)C